4-[3-[2-(dimethylamino)ethyl]-2-oxo-1,3-benzooxazol-6-yl]-2,2-dimethyl-N-(4-phenylbutyl)piperazine-1-carboxamide CN(CCN1C(OC2=C1C=CC(=C2)N2CC(N(CC2)C(=O)NCCCCC2=CC=CC=C2)(C)C)=O)C